N-(1-Methylpiperidin-4-yl)-carbohydrazide CN1CCC(CC1)NNC(=O)NN